SC1=C(C=CC=C1)OB(O)O o-mercaptophenylboric acid